6-(3-((1,3,7-trimethyl-2,6-dioxo-2,3,6,7-tetrahydro-1H-purin-8-yl)oxy)propoxy)nicotinonitrile CN1C(N(C=2N=C(N(C2C1=O)C)OCCCOC1=NC=C(C#N)C=C1)C)=O